ClC=1C=CC(=C(C1)C1=NN(C=C1NC(=O)C=1C=NN2C1N=CC=C2)C(C)C(N(C)C)=O)OC(F)F N-[3-[5-chloro-2-(difluoromethoxy)phenyl]-1-[1-(dimethylcarbamoyl)ethyl]-1H-pyrazol-4-yl]Pyrazolo[1,5-a]Pyrimidine-3-carboxamide